4-butyl-α,α,α-trifluoroacetophenone CCCCC1=C(C=CC=C1)C(C(F)(F)F)=O